thiauronium [NH2+]=S(O)N